5-(1-{[(1R,4r)-4-aminocyclohexyl]methyl}-1,2,3,4-tetrahydroquinolin-7-yl)-1,3,4-oxadiazol-2(3H)-one NC1CCC(CC1)CN1CCCC2=CC=C(C=C12)C1=NNC(O1)=O